1-(2-(dimethylamino)ethyl)-N1-methyl-2-(methylsulfonyl)benzene-1,4-diamine CN(CCC1(C(C=C(C=C1)N)S(=O)(=O)C)NC)C